(R)-3,6-dichloro-N-(1-(2-fluoro-3-(trifluoromethyl)phenyl)ethyl)pyridazine-4-carboxamide ClC=1N=NC(=CC1C(=O)N[C@H](C)C1=C(C(=CC=C1)C(F)(F)F)F)Cl